ethyl 2-(3-chlorophenoxy)-5-hydroxy-8-bromo-1,7-naphthyridine-6-carboxylate ClC=1C=C(OC2=NC3=C(N=C(C(=C3C=C2)O)C(=O)OCC)Br)C=CC1